C(C)C1(CC1)C1=C(C(=C2C=NC(=NN21)N[C@H]2[C@@H](COCC2)O)F)C#N 7-(1-ethylcyclopropyl)-5-fluoro-2-(((3S,4R)-3-hydroxytetrahydro-2H-pyran-4-yl)amino)pyrrolo[2,1-f][1,2,4]triazine-6-carbonitrile